CCCCCCCCCCCCCC[C@H]([C@H]([C@H](COP(=O)([O-])[O-])NC(=O)CCCCC)O)O The molecule is an anionic phospholipid obtained by deprotonation of the phosphate OH groups of N-hexanoylphytosphingosine 1-phosphate; major species at pH 7.3. It is a conjugate base of a N-hexanoylphytosphingosine 1-phosphate.